ClC=1C=C2C(=NC=NC2=C(C1C1=C(C=C(C=C1)F)C(F)(F)F)F)N1CCN(CC1)C(C=C)=O 1-(4-(6-chloro-8-fluoro-7-(4-fluoro-2-(trifluoro-methyl)phenyl)quinazolin-4-yl)piperazin-1-yl)prop-2-en-1-one